NC1=NC=C(C2=C1C(=C(N2C)C2=CC=C(C=C2)NC(C(=C)F)=O)C2=CC=C(C(=N2)OC)C(=O)NCC(F)(F)F)Br 6-(4-amino-7-bromo-2-{4-[(2-fluoroacrylamido)]phenyl}-1-methylpyrrolo[3,2-c]pyridin-3-yl)-2-methoxy-N-(2,2,2-trifluoroethyl)pyridine-3-carboxamide